5-(2-m-tolylpyridin-3-yl)-1H-benzo[d]imidazole C1(=CC(=CC=C1)C1=NC=CC=C1C1=CC2=C(NC=N2)C=C1)C